(R)-2'-chloro-N-(5-((3-fluorotetrahydrofuran-3-yl)methoxy)-1,3,4-thiadiazol-2-yl)-5'-methoxy-6-methyl-(4,4'-bipyridine)-3-carboxamide ClC1=NC=C(C(=C1)C1=C(C=NC(=C1)C)C(=O)NC=1SC(=NN1)OC[C@@]1(COCC1)F)OC